C(C)(C)(C)C1=NN(C2=NC=C(C=C21)C)C2=CC=C(C=C2)C 3-tertiary butyl-5-methyl-1-(4-methylphenyl)-1H-pyrazolo[3,4-b]pyridine